5-Bromo-4-Chloro-6-Methoxynicotinaldehyde BrC=1C(=NC=C(C=O)C1Cl)OC